(R)-N-(1-(3-amino-5-(trifluoromethyl)phenyl)ethyl)-7-methoxy-2-methyl-6-(2-(1-methylcyclobutoxy)ethoxy)quinazolin-4-amine NC=1C=C(C=C(C1)C(F)(F)F)[C@@H](C)NC1=NC(=NC2=CC(=C(C=C12)OCCOC1(CCC1)C)OC)C